N-methyl-N-tetradecyl-anilinium tetrakis(perfluorophenyl)borate FC1=C(C(=C(C(=C1F)F)F)F)[B-](C1=C(C(=C(C(=C1F)F)F)F)F)(C1=C(C(=C(C(=C1F)F)F)F)F)C1=C(C(=C(C(=C1F)F)F)F)F.C[NH+](C1=CC=CC=C1)CCCCCCCCCCCCCC